N-(3-(piperidin-1-ylsulfonyl)phenyl)-2-(4-propylpiperidin-1-yl)nicotinamide N1(CCCCC1)S(=O)(=O)C=1C=C(C=CC1)NC(C1=C(N=CC=C1)N1CCC(CC1)CCC)=O